FC1=NC=CC(=C1)N1CCN(CC1)CCCC=1NC(C=2C=CC=NC2C1)=O 7-(3-(4-(2-fluoropyridin-4-yl)piperazin-1-yl)propyl)-1,6-naphthyridin-5(6H)-one